3-(benzo[b]thiophen-2-yl)-2-(hydroxy(phenyl)methyl)-3-oxopropanenitrile S1C2=C(C=C1C(C(C#N)C(C1=CC=CC=C1)O)=O)C=CC=C2